4-((6-Chloro-4-methylpyridin-3-yl)amino)-N-(4-(4-isopropylpiperazin-1-yl)phenyl)-2-oxo-1,2-dihydropyridine-3-carboxamide ClC1=CC(=C(C=N1)NC1=C(C(NC=C1)=O)C(=O)NC1=CC=C(C=C1)N1CCN(CC1)C(C)C)C